FC=1C=C2CCN(CC2=CC1NC=1N=NC(=C(N1)NC1=C(C=CC=C1)C)C(=O)N)C ((6-fluoro-2-methyl-1,2,3,4-tetrahydroisoquinolin-7-yl)amino)-5-(o-tolylamino)-1,2,4-triazine-6-carboxamide